(4-((6-amino-2-ethoxy-8-methoxy-9H-purin-9-yl)methyl)-3-fluorophenyl)-methanol NC1=C2N=C(N(C2=NC(=N1)OCC)CC1=C(C=C(C=C1)CO)F)OC